C(C)(C)C=1C=CC(=C(C1)C1=NOC(=C1)CN1CCN(CC1)S(=O)(=O)C)OC 3-(5-isopropyl-2-methoxyphenyl)-5-((4-(methylsulfonyl)piperazine-1-yl)methyl)isoxazole